N,N-Dimethyl-2-(6-(4-(trifluoromethoxy)phenyl)-1H-pyrazolo[3,4-b]pyrazin-1-yl)acetamide CN(C(CN1N=CC=2C1=NC(=CN2)C2=CC=C(C=C2)OC(F)(F)F)=O)C